CC1=CC=C(C=C1)C=CC(=O)N[C@H](C(=O)O)CC1=CC=CC=C1 (2S)-2-[3-(4-methylphenyl)prop-2-enoylamino]-3-phenylpropanoic acid